4,5-Dichloro-1,2-di-thiol-3-one ClC=1C(SSC1Cl)=O